C[C@H](CCC(=O)SCCNC(=O)CCNC(=O)[C@@H](C(C)(C)COP(=O)([O-])OP(=O)([O-])OC[C@@H]1[C@H]([C@H]([C@@H](O1)N2C=NC3=C(N=CN=C32)N)O)OP(=O)([O-])[O-])O)[C@H]4CC[C@@H]5[C@@]4(CC[C@H]6[C@H]5[C@@H](C[C@H]7[C@@]6(CCC(=O)C7)C)O)C The molecule is a steroidal acyl-CoA(4-) obtained by deprotonation of phosphate and diphosphate functions of 3-oxochenodeoxycholoyl-CoA; major species at pH 7.3. It is a steroidal acyl-CoA(4-) and a 3-oxo bile acid CoA thioester(4-). It is a conjugate base of a 3-oxochenodeoxycholoyl-CoA. It is an enantiomer of a 7beta-hydroxy-3-oxochol-24-oyl-CoA(4-).